CN1N=C2C=CC(=CC2=C1)C1=CNC2=NC=C(C=C21)C2=CC(=NC=C2)N2CCN(CC2)C 2-methyl-5-(5-(2-(4-methylpiperazin-1-yl)pyridin-4-yl)-1H-pyrrolo[2,3-b]pyridin-3-yl)-2H-indazole